FC1=CC=C(C=C1)NC(=S)C=1C(N(CCCC1O)C1=CC=C(C=C1)C(F)(F)F)=O N-(4-fluorophenyl)-4-hydroxy-2-oxo-1-(4-(trifluoromethyl)phenyl)-2,5,6,7-tetrahydro-1H-azepine-3-carbothioamide